(2R,3R,4S,5S,6S)-5-Acetamido-3,4-diacetyloxy-6-[4-[(Z)-3-phenylprop-2-enoyl]phenoxy]oxan C(C)(=O)N[C@H]1[C@@H]([C@@H](CO[C@H]1OC1=CC=C(C=C1)C(\C=C/C1=CC=CC=C1)=O)OC(C)=O)OC(C)=O